C1(CC1)[C@@H](C1=CC=CC=C1)NC=1C=CN(CN1)CC (S)-6-((cyclopropyl-(phenyl)methyl)amino)-3-ethylpyrimidine